(S)-methyl 1-(2-((2,2'-dichloro-3'-(pyrido[3,4-b]pyrazin-5-ylamino)-[1,1'-biphenyl]-3-yl)carbamoyl)-4,5,6,7-tetrahydropyrazolo[1,5-a]pyridin-4-yl)azetidine-3-carboxylate ClC1=C(C=CC=C1NC(=O)C1=NN2C([C@H](CCC2)N2CC(C2)C(=O)OC)=C1)C1=C(C(=CC=C1)NC1=NC=CC=2C1=NC=CN2)Cl